1-Methyl-4-(4,4,5,5-tetramethyl-1,3,2-dioxaborol-2-yl)-1H-indole CN1C=CC2=C(C=CC=C12)B1OC(C(O1)(C)C)(C)C